COC=1C=C(C=CC1OC)[C@@]12CCN([C@H]2C=C(CC1)OC(C1=CC(=CC=C1)C(C)(C)C)=O)C (3aS,7aS)-3a-(3,4-dimethoxyphenyl)-1-methyl-2,3,3a,4,5,7a-hexahydro-1H-indol-6-yl-3-(tert-butyl)benzoate